3,5-dibromo-1-methyl-1H-pyrazole-4-carbonitrile BrC1=NN(C(=C1C#N)Br)C